S1C=NC=2C1=CN(C2)C(=O)O.ClC2=CC=C(C=C2)C(=C(Cl)Cl)C2=CC=C(C=C2)Cl 2,2-bis[p-chlorophenyl] 1,1-dichloroethylene pyrrolo[3,4-d]thiazole-5-carboxylate